5-(5-(4-bromothiophen-2-yl)-1-propionyl-4,5-dihydro-1H-pyrazol-3-yl)-4-methylthiophene BrC=1C=C(SC1)C1CC(=NN1C(CC)=O)C1=C(C=CS1)C